C(C)(C)(C)OC(=O)N[C@@H](C(=O)N[C@H](C(=O)O)CC1=C(C=C(C=C1C)O)C)CCNC(=N)N (S)-2-((R)-2-((tert-Butoxycarbonyl)amino)-4-guanidinobutyramido)-3-(4-hydroxy-2,6-dimethylphenyl)propanoic acid